The molecule is a CDP-4-dehydro-6-deoxy-D-glucose(2-) in which the anomeric centre of the deoxyglucose fragment has alpha-configuration. It is a conjugate base of a CDP-4-dehydro-6-deoxy-alpha-D-glucose. C[C@@H]1C(=O)[C@@H]([C@H]([C@H](O1)OP(=O)([O-])OP(=O)([O-])OC[C@@H]2[C@H]([C@H]([C@@H](O2)N3C=CC(=NC3=O)N)O)O)O)O